ClC=1C(=C2N=C(N=C3C2=C(O[C@H]([C@@H]2[C@@H]4CC[C@H](CN32)N4C(=O)OC(C)(C)C)C)N1)CCl)F tert-Butyl (5S,5aS,6S,9R)-2-chloro-12-(chloromethyl)-1-fluoro-5-methyl-5a,6,7,8,9,10-hexahydro-5H-4-oxa-3,10a,11,13,14-pentaaza-6,9-methanonaphtho[1,8-ab]heptalene-14-carboxylate